N-pyridin-3-ylpiperazin-1-carboxamid N1=CC(=CC=C1)NC(=O)N1CCNCC1